FC=1C=C(CN2N=C(C=C2)C(=O)NC2C(N(C=3N(CC2)C=CN3)C)=O)C=CC1F 1-(3,4-Difluorobenzyl)-N-(9-methyl-8-oxo-6,7,8,9-tetrahydro-5H-imidazo[1,2-a][1,3]diazepin-7-yl)-1H-pyrazol-3-carboxamid